(R)-6-bromo-N-(1-(3-(difluoromethyl)-2-fluorophenyl)ethyl)-7-methoxyquinolin-4-amine BrC=1C=C2C(=CC=NC2=CC1OC)N[C@H](C)C1=C(C(=CC=C1)C(F)F)F